2-(2,2,2-Trifluoro-acetylamino)-4,7-dihydro-5H-thieno[2,3-c]pyran-3-carboxylic acid (4-fluoro-phenyl)amide FC1=CC=C(C=C1)NC(=O)C1=C(SC=2COCCC21)NC(C(F)(F)F)=O